COC=1C=C2C(=CN(C(C2=CC1OC)=O)C1=CC=C2CCC(N(C2=C1)C)=O)C(=O)N1CCCCC1 7-(6,7-dimethoxy-1-oxo-4-(piperidine-1-carbonyl)isoquinolin-2(1H)-yl)-1-methyl-3,4-dihydro-quinolin-2(1H)-one